N-(4-(5-(6-(4,4-DIFLUOROPIPERIDIN-1-yl)pyridin-2-yl)-1H-imidazol-2-yl)-3-(6-azaspiro[2.5]octan-6-yl)phenyl)methanesulfonamide FC1(CCN(CC1)C1=CC=CC(=N1)C1=CN=C(N1)C1=C(C=C(C=C1)NS(=O)(=O)C)N1CCC2(CC2)CC1)F